C(CCCCCCCC)N(C(OCCC)=O)CCCCCCCCC propyl N,N-dinonylcarbamate